4-(4-aminophenoxy)phenylbiphenyl NC1=CC=C(OC2=CC=C(C=C2)C2=C(C=CC=C2)C2=CC=CC=C2)C=C1